ethylhexylglyceryl-ascorbic acid C(C)C([C@@]([C@@]1(C(=C(C(=O)O1)O)O)CC(O)CO)(O)CCCCCC)O